N=1C=NN2C1C=C(C=C2)OC2=CC(=C(C=C2Cl)NC2=NC=NC1=CC(=C(C=C21)NC(/C(=C/[C@@H]2N(CCC2)C)/F)=O)OC)OC (R,Z)-N-(4-((4-([1,2,4]triazolo[1,5-a]pyridin-7-yloxy)-5-chloro-2-methoxyphenyl)amino)-7-methoxyquinazolin-6-yl)-2-fluoro-3-(1-methylpyrrolidin-2-yl)acrylamide